(2S,3R)-3-((S)-2-(1-(5-azido-2-(trifluoromethoxy)benzyl)piperidin-4-yl)chroman-7-yl)-3-cyclopropyl-2-methylpropanoic acid N(=[N+]=[N-])C=1C=CC(=C(CN2CCC(CC2)[C@H]2OC3=CC(=CC=C3CC2)[C@@H]([C@@H](C(=O)O)C)C2CC2)C1)OC(F)(F)F